3-chloro-N-[2-(2,4-dichlorophenyl)-2,2-difluoroethyl]isonicotinamide ClC1=C(C(=O)NCC(F)(F)C2=C(C=C(C=C2)Cl)Cl)C=CN=C1